C(C1=CC=CC=C1)N1[C@H](C[C@@]2(C[C@H]1C=1N=NN(C1)C)C(N(C1=CC=C(C=C12)C(F)(F)F)CC1=CC=C(C=C1)OC)=O)C (2'S,3S,6'S)-1'-benzyl-1-[(4-methoxyphenyl)methyl]-2'-methyl-6'-(1-methyltriazol-4-yl)-5-(trifluoromethyl)spiro[indoline-3,4'-piperidine]-2-one